NC[C@H](CC(=O)O)C[C@H](C)C1CCCCC1 (3s,5s)-3-aminomethyl-5-cyclohexyl-hexanoic acid